4,5-dimethyl-5-(trifluoromethyl)-4,5-dihydrofuran-2-carboxylate CC1C=C(OC1(C(F)(F)F)C)C(=O)[O-]